Cl.C(C)(C)N isopropylamine hydrogen chloride salt